(2-((2R,3S,4S,5S,6S)-6-(2-(aminooxy)ethoxy)-3,4,5-trihydroxytetrahydro-2H-pyran-2-yl)ethyl)phosphonic acid NOCCO[C@@H]1[C@H]([C@H]([C@@H]([C@H](O1)CCP(O)(O)=O)O)O)O